FC(C1=CC=C(C=C1)C1(CC1)O)(F)F 1-(4-(trifluoromethyl)phenyl)cyclopropan-1-ol